FC1=C(C=CC(=C1F)C=1C=NNC1)N1CCC(CC1)CN1C(CCCC1)=O 1-((1-(2,3-difluoro-4-(1H-pyrazole-4-yl)phenyl)piperidin-4-yl)methyl)piperidin-2-one